B(C1=CC(=C(C=C1)C(=O)OC)Cl)(O)O (3-CHLORO-4-METHOXYCARBONYL)BENZENEBORONIC ACID